4-(2-acryloyl-2,6-diazaspiro[3.4]octan-6-yl)-6-(1,6-dimethyl-1H-indazol-7-yl)-2-(pyridin-2-ylmethoxy)pyrimidine-5-carbonitrile C(C=C)(=O)N1CC2(C1)CN(CC2)C2=NC(=NC(=C2C#N)C=2C(=CC=C1C=NN(C21)C)C)OCC2=NC=CC=C2